C(C)(C)(C)OC(NC1[C@@H]2CNC[C@H]12)=O (1R,5S,6S)-rel-3-azabicyclo[3.1.0]hexane-6-ylcarbamic acid tert-butyl ester